P-Linalool CC(=CCCC(C)(C=C)O)C